1-ethyl-3-(trifluoromethyl)-1H-pyrazol-5-ol C(C)N1N=C(C=C1O)C(F)(F)F